C1(CCC1)CN1C(C(C(C2=CC(=CC=C12)C=1N=NN(C1)CC1=CC=C(C=C1)[N+](=O)[O-])=O)O)=O 1-cyclobutylmethyl-3-hydroxy-6-(1-(4-nitrobenzyl)-1H-1,2,3-triazol-4-yl)quinoline-2,4(1H,3H)-dione